COC=COC(C(=C)F)=O α-fluoroacrylic acid methoxyvinyl ester